2-((3-cyano-4-ethyl-5-methyl-6-(piperazin-1-yl)pyridin-2-yl)sulfanyl)-2-phenylacetamide C(#N)C=1C(=NC(=C(C1CC)C)N1CCNCC1)SC(C(=O)N)C1=CC=CC=C1